ClC=1C=C(NN2C(C3=CC(=CC=C3C2)C=2OC(=NN2)C(F)F)=O)C=CC1F 2-(3-chloro-4-fluoroanilino)-6-[5-(difluoromethyl)-1,3,4-oxadiazol-2-yl]-2,3-dihydro-1H-isoindol-1-one